FC1([C@H](CN(CC1)[C@H](C(=O)NC=1N=C2N(N1)[C@H](CC2)C2=CC(=CC(=C2)F)F)C)C2=CNC(C=C2)=O)F (S)-2-((S)-4,4-difluoro-3-(6-oxo-1,6-dihydropyridin-3-yl)piperidin-1-yl)-N-((R)-5-(3,5-difluorophenyl)-6,7-dihydro-5H-pyrrolo[1,2-b][1,2,4]triazol-2-yl)propanamide